(cyclobutylmethyl)pyrazol C1(CCC1)CC1=NNC=C1